9-hydroxy-10,12,15-Octadecatrienoic acid OC(CCCCCCCC(=O)O)C=CC=CCC=CCC